[Na+].P(=O)([O-])([O-])F.[Na+] fluorophosphate sodium salt